2-(4-iodophenyl)-4-methyl-1H,2H,3H-pyrrolo[3,4-c]quinoline-1,3-dione IC1=CC=C(C=C1)N1C(C=2C(=NC=3C=CC=CC3C2C1=O)C)=O